5-(1-(3,5-Dichloropyridin-4-yl)ethoxy)-1-(tetrahydro-2H-pyran-2-yl)-1H-indazole-3-Formaldehyde ClC=1C=NC=C(C1C(C)OC=1C=C2C(=NN(C2=CC1)C1OCCCC1)C=O)Cl